C(C)OC(=O)C=1N=CSC1C1CCN(CC1)CC1=CC=CC=C1 5-(1-benzylpiperidin-4-yl)-1,3-thiazole-4-carboxylic acid ethyl ester